2-chloroquinazoline-6-carbaldehyde ClC1=NC2=CC=C(C=C2C=N1)C=O